N1,N3-bis([1,1'-biphenyl]-4-yl)-N1,N3-bis(4-(9-phenyl-9H-pyrido[2,3-b]indol-6-yl)phenyl)benzene-1,3-diamine C1(=CC=C(C=C1)N(C1=CC(=CC=C1)N(C1=CC=C(C=C1)C=1C=C2C3=C(N(C2=CC1)C1=CC=CC=C1)N=CC=C3)C3=CC=C(C=C3)C3=CC=CC=C3)C3=CC=C(C=C3)C=3C=C1C2=C(N(C1=CC3)C3=CC=CC=C3)N=CC=C2)C2=CC=CC=C2